C1(CC1)N1C=C(C(C2=CC(=C(C=C12)F)F)=O)CN([C@@H]1CN(CCC1)C=1N=NC=CC1)CC1=CC(=NC=C1)C 1-cyclopropyl-6,7-difluoro-3-({[(2-methylpyridin-4-yl)methyl][(3S)-1-(pyridazin-3-yl)piperidin-3-yl]amino}methyl)-1,4-dihydroquinolin-4-one